(2R)-2-{[4-chloro-5-iodo-1-(pyridin-2-yl)-1H-pyrazol-3-yl]oxy}propanoic acid methyl ester COC([C@@H](C)OC1=NN(C(=C1Cl)I)C1=NC=CC=C1)=O